C(CC[C@@H](C(=O)O)NC(=O)C1=CC=C(NCC2=CN=C3N=C(N)NC(=O)C3=N2)C=C1)(=O)O anti-folic acid